C(C)C=1C(=CC=C2C=C(C=C(C12)C1=C(C=2N=C(N=C(C2C=N1)NCC=1C=CCN(C1)C)OC[C@]12CCCN2C[C@@H](C1)F)F)O)F 5-(((7-(8-ethyl-7-fluoro-3-hydroxynaphthalen-1-yl)-8-fluoro-2-(((2R,7aS)-2-fluorohexahydro-1H-pyrrolizin-7a-yl)methoxy)pyrido[4,3-d]pyrimidin-4-yl)amino)methyl)-1-methylpyridin